[C@H]12OC[C@H](N(C1)C(=O)N1CC3=C(C=C(C=C3CC1)C=1C=C3C(=NC1)NC=C3Cl)[C@H]3NCCOC3)C2 ((1R,4R)-2-oxa-5-azabicyclo[2.2.1]heptane-5-yl)(6-(3-chloro-1H-pyrrolo[2,3-b]pyridin-5-yl)-8-((R)-morpholin-3-yl)-3,4-diHydroisoquinolin-2(1H)-yl)methanone